(R)-N-((3S,4S)-8-(5-(indolin-4-ylthio)pyrazin-2-yl)-3-methyl-2-oxa-8-azaspiro[4.5]decan-4-yl)-2-methylpropane-2-sulfinamide N1CCC2=C(C=CC=C12)SC=1N=CC(=NC1)N1CCC2([C@@H]([C@@H](OC2)C)N[S@](=O)C(C)(C)C)CC1